C(C)N(C(=O)N)C(C1=CC=CC=C1)C1=CNC(C2=CC=CC=C12)=O 1-ethyl-1-((1-oxo-1,2-dihydroisoquinolin-4-yl)(phenyl)methyl)urea